ClC=1C=C(C=CC1F)NC(N([C@H](C)C1=CNC(C2=CC=CC=C12)=O)CCCC(=O)O)=O (R)-4-(3-(3-chloro-4-fluorophenyl)-1-(1-(1-oxo-1,2-dihydroisoquinolin-4-yl)ethyl)ureido)butanoic acid